ClC1=CC(=C(C=C1)C1=CC=2C(C3=CC(=C(C=C3C2C=C1O)O)C1=C(C=C(C=C1)Cl)F)(C)C)F 2,7-bis(4-chloro-2-fluorophenyl)-9,9-dimethyl-9H-fluorene-3,6-diol